methyl 4-[2-[2-[(3-bromo-2-chloro-phenyl)carbamoyl]-1-methyl-6,7-dihydro-4H-imidazo[4,5-c]pyridin-5-yl]ethyl]norbornane-1-carboxylate BrC=1C(=C(C=CC1)NC(=O)C=1N(C2=C(CN(CC2)CCC23CCC(CC2)(C3)C(=O)OC)N1)C)Cl